NC1=C(CN)C(=CC=C1)Cl 2-Amino-6-chlorobenzylamine